C(C)OC(C=C(CO[Si](C)(C)C(C)(C)C)Br)=O 4-(tert-butyl-dimethylsilyloxy)-3-bromo-2-butenoic acid ethyl ester